ClC(C1=NC(=NC(=N1)C(Cl)(Cl)Cl)C=CC1=CC(=CC(=C1)OC)OC)(Cl)Cl 2,4-bis(trichloromethyl)-6-[2-(3,5-dimethoxyphenyl)ethenyl]-s-triazine